N(=O)N nitroso-amine